N(=[N+]=[N-])CCOCCOCCOCCOCCOCCNC(=O)C1=CC=C(C2=CC=CC=C12)C1=CC=C(C=C1)[C@H](CC(=O)O)NC(CNC(CCCNC1=NC=CC(=C1)C)=O)=O (S)-3-(4-(4-((17-azido-3,6,9,12,15-pentaoxaheptadecyl)carbamoyl)naphthalen-1-yl)phenyl)-3-(2-(4-((4-methylpyridin-2-yl)amino)butanamido)acetamido)propanoic acid